BrC=1C=CC(=NC1)[C@H](C)NC(OC(C)(C)C)=O tert-butyl N-[(1S)-1-(5-bromo-2-pyridyl)ethyl]carbamate